4-[[2-(2-Chlorophenyl)acetyl]amino]-N-(1-cyclopropyl-1-methylethyl)pyridin ClC1=C(C=CC=C1)CC(=O)NC1=CCN(C=C1)C(C)(C)C1CC1